FC1C(C(C(C1)(F)F)(F)F)(F)F 1,2,2,3,3,4,4-heptafluorocyclopentane